NCCNCCC[Si](OCC)(OCC)C 3-[N-(2-aminoethyl)amino]propyl-methyl-diethoxysilane